C1(=CC(=CC=C1)N1C2=CC=CC=C2C=2C=C(C=CC12)C=1C=CC=2NC3=CC=CC=C3C2C1)C1=CC=CC=C1 9-[1,1'-biphenyl]-3-yl-3,3'-bi-9H-carbazole